BrC1=CC(=C2C(=NC=NC2=C1)NC1=C(C=2N(C=C1)N=CC2)F)F 7-bromo-5-fluoro-N-{4-fluoro-pyrazolo[1,5-a]pyridin-5-yl}quinazolin-4-amine